ClC=1C(=NC=CC1C1=C(C(=CC=C1)C1=NC2=C(C=C(C(=C2C=C1)OC)CNC[C@@H](C)O)Cl)Cl)C1=CC(=C(CNC[C@@H]2CCC(N2)=O)C=C1)OC (S)-5-(((4-(3-chloro-4-(2-chloro-3-(8-chloro-6-((((R)-2-hydroxypropyl)amino)methyl)-5-methoxyquinolin-2-yl)phenyl)pyridin-2-yl)-2-methoxybenzyl)amino)methyl)pyrrolidin-2-one